N-(2-(4-cyclopropylpiperazine-1-yl)-5-((6-((R)-3-(2,5-difluorophenyl)isoxazolidine-2-yl)pyrimidine-4-yl)amino)-4-methoxyphenyl)acrylamide C1(CC1)N1CCN(CC1)C1=C(C=C(C(=C1)OC)NC1=NC=NC(=C1)N1OCC[C@@H]1C1=C(C=CC(=C1)F)F)NC(C=C)=O